3-[(2RS,4R)-4-fluoropyrrolidin-2-yl]-3-oxo-propionic acid ethyl ester hydrochloride Cl.C(C)OC(CC(=O)[C@@H]1NC[C@@H](C1)F)=O |&1:8|